C[C@@H]1O[C@@H](CN([C@@H]1CNC1=NC=C(N=C1C)C(F)(F)F)C(=O)C1=NC(=CC=C1N1N=CC=N1)C)C ((2S,3R,6R)-2,6-Dimethyl-3-(((3-methyl-5-(trifluoromethyl)pyrazin-2-yl)amino)methyl)morpholino)(6-methyl-3-(2H-1,2,3-triazol-2-yl)pyridin-2-yl)methanone